N-{[5-chloro-6-(5-methoxy-2-pyrazinyl)-2-indolyl]methyl}2-methoxypropionamide ClC=1C=C2C=C(NC2=CC1C1=NC=C(N=C1)OC)CNC(C(C)OC)=O